CC=1C(CC(CC1)C(C)C)O 2-methyl-5-(1-methylethyl)2-cyclohexen-1-ol